CN1C(N(C(C2=C1CCNC2)=O)CC2=CC(=CC=C2)C)=O 1-methyl-3-(3-methylbenzyl)-5,6,7,8-tetrahydropyrido[4,3-d]pyrimidine-2,4(1H,3H)-dione